ClC=1C=C(C=CC1Cl)C(CN(C)C)NS(=O)(=O)C1=CC(=CC=C1)C N-(1-(3,4-dichlorophenyl)-2-(dimethylamino)ethyl)-3-methylbenzenesulfonamide